2-Fluoro-1-methyl-4-(phenanthren-9-yl)pyridin-1-ium iodide [I-].FC1=[N+](C=CC(=C1)C=1C2=CC=CC=C2C=2C=CC=CC2C1)C